BrC1=CN2C(S1)=C(C=N2)C(=O)NC=2C(=NC=C(C2)NC(CN2C(CCC2)(C)C)=O)C 2-Bromo-N-(5-(2-(2,2-dimethylpyrrolidin-1-yl)acetamido)-2-methylpyridin-3-yl)pyrazolo[5,1-b]thiazole-7-carboxamide